BrC1=CC(=C2C=NNC2=C1)CN1CCC2(CC1)COC1=C3CN(C(C3=CC=C12)=O)C1C(NC(CC1)=O)=O 3-(1'-((6-bromo-1H-indazol-4-yl)methyl)-6-oxo-6,8-dihydro-2H,7H-spiro[furo[2,3-e]isoindole-3,4'-piperidin]-7-yl)piperidine-2,6-dione